tert-butyl-5-(4-methyl-1-(oxetan-3-yl)-1H-pyrazol-5-yl)-2-azabicyclo[4.1.0]hept-4-ene-2-carboxylate C(C)(C)(C)OC(=O)N1C2CC2C(=CC1)C1=C(C=NN1C1COC1)C